2-(4-{[(3R)-oxan-3-yl]amino}pyrido[3,4-d]pyridazin-1-yl)-5-(trifluoromethyl)phenol O1C[C@@H](CCC1)NC=1N=NC(=C2C1C=NC=C2)C2=C(C=C(C=C2)C(F)(F)F)O